FC1=C2C(=CN=C1N1CCC(CC1)NC1COCC1)NC(=C2C(C)C)C=2C=C(C=1N(C2)N=CN1)OC 1-(4-fluoro-3-isopropyl-2-(8-methoxy-[1,2,4]triazolo[1,5-a]pyridin-6-yl)-1H-pyrrolo[2,3-c]pyridin-5-yl)-N-(tetrahydrofuran-3-yl)piperidin-4-amine